1,2-ditolyl-glycero-3-phosphorylcholine C1(=C(C=CC=C1)OCC(OC1=C(C=CC=C1)C)COP(=O)(O)OCC[N+](C)(C)C)C